(3S)-3-[1-bromo-2-methoxy-2-oxoethyl]pyrrolidine-1-carboxylic acid tert-butyl ester C(C)(C)(C)OC(=O)N1C[C@H](CC1)C(C(=O)OC)Br